C(C)(C)N([C@@H]1CC=2C=CC=C(C2CC1)O)CCC (6S)-6-[isopropyl-(propyl)amino]-5,6,7,8-tetrahydro-1-naphthol